CC(C)N1N=C(N=C1OC1=C(C=CC=C1)OC(F)(F)F)NC1[C@H]2CN(C[C@@H]1CC2)C(=O)OC(C)(C)C tert-butyl (1R,5S,8s)-8-{[1-(propan-2-yl)-5-[2-(trifluoromethoxy)phenoxy]-1H-1,2,4-triazol-3-yl]amino}-3-azabicyclo[3.2.1]octane-3-carboxylate